Tert-butyl 3-((4-(5-(difluoromethyl)-1,3,4-oxadiazol-2-yl)-2-fluorobenzyl) (phenyl) carbamoyl)-3-fluoroazetidine-1-carboxylate FC(C1=NN=C(O1)C1=CC(=C(CN(C(=O)C2(CN(C2)C(=O)OC(C)(C)C)F)C2=CC=CC=C2)C=C1)F)F